C(CCC)C(C)(CCCCCC)O 2-butyl-2-octanol